C(C1=CC=CC=C1)OC1=C2C(=CNC2=CC=C1)C1CN(CCC1)CC1=CC=CC=C1 4-(benzyloxy)-3-(1-benzylpiperidin-3-yl)-1H-indole